3-fluoro-1-(2-methyloxetan-3-yl)piperidin FC1CN(CCC1)C1C(OC1)C